acryl-maleic anhydride C(=O)(C=C)/C=1/C(=O)OC(\C1)=O